methyl cis-3-(4-(difluoromethyl)-1-(tetrahydro-2H-pyran-2-yl)-1H-pyrazol-3-yl)-2-((((CIS)-4-phenylcyclohexyl)oxy)methyl)piperidine-1-carboxylate FC(C=1C(=NN(C1)C1OCCCC1)[C@@H]1[C@@H](N(CCC1)C(=O)OC)CO[C@@H]1CC[C@@H](CC1)C1=CC=CC=C1)F